(S)-2-(2,5-dioxopyrrolidin-1-yl-3,3,4,4-d4)-N-(phenylmethyl-d2)propanamide O=C1N(C(C(C1([2H])[2H])([2H])[2H])=O)[C@H](C(=O)NC([2H])([2H])C1=CC=CC=C1)C